(+)-Diethyl 2-(1-cyclohexylethyl)malonate C1(CCCCC1)C(C)C(C(=O)OCC)C(=O)OCC